2-Chloro-N4-(3-[N-(1-methylethyl)sulfamoyl]phenyl)quinazoline-4-amine ClC1=NC2=CC=CC=C2C(=N1)NC1=CC(=CC=C1)S(NC(C)C)(=O)=O